tert-butyl 4-methoxy-4-(4-(5-(4-(trifluoromethyl)phenyl)octahydropyrrolo[3,4-c]pyrrole-2-carbonyl)phenyl)piperidine-1-carboxylate COC1(CCN(CC1)C(=O)OC(C)(C)C)C1=CC=C(C=C1)C(=O)N1CC2CN(CC2C1)C1=CC=C(C=C1)C(F)(F)F